N-(1-methyl-1H-pyrazol-4-yl)-5-(quinoxalin-6-yl)pyrrolo[2,1-f][1,2,4]triazin-2-amine CN1N=CC(=C1)NC1=NN2C(C=N1)=C(C=C2)C=2C=C1N=CC=NC1=CC2